BrC=1C=C2N(C(N(C2)[C@@H](C(=O)OC(C)(C)C)C)=O)C1 tert-Butyl (R)-2-(6-bromo-3-oxo-1H-pyrrolo[1,2-c]imidazol-2(3H)-yl)propanoate